3-(p-ethylbenzeneoxy)methyl-1,4,2-dioxazol-5-one C(C)C1=CC=C(C=C1)OCC1=NOC(O1)=O